5-hydroxy-3-methyl-1-indenone OC=1C=C2C(=CC(C2=CC1)=O)C